6-(6-(1-((1S,2S,3S,5R)-2-fluoro-1,5-dimethyl-9-azabicyclo[3.3.1]nonan-3-yl)vinyl)-1,2,4-triazin-3-yl)isoquinolin-7-ol F[C@@H]1[C@@]2(CCC[C@](C[C@H]1C(=C)C1=CN=C(N=N1)C=1C=C3C=CN=CC3=CC1O)(N2)C)C